rac-(RS)-2-(2-fluoro-4-(trifluoromethyl)phenyl)-6-methyl-3-(pyridin-4-yl)-4,5,6,7-tetrahydropyrazolo[1,5-a]pyrazine hydrogen chloride Cl.FC1=C(C=CC(=C1)C(F)(F)F)C1=NN2C(CN[C@@H](C2)C)=C1C1=CC=NC=C1 |r|